CC=1C(=C2C=CNC2=CC1)B(O)O 5-METHYL-1H-INDOL-4-YLBORONIC ACID